methyl (S)-4-(4-propenoyl-3-(cyanomethyl) piperazin-1-yl)-7-(8-methylnaphthalen-1-yl)-5,6,7,8-tetrahydropyrido[3,4-d]pyrimidine-2-carboxylate C(C=C)(=O)N1[C@H](CN(CC1)C=1C2=C(N=C(N1)C(=O)OC)CN(CC2)C2=CC=CC1=CC=CC(=C21)C)CC#N